ClC1=CC=C(COC2=NC=C(C(=N2)OCC[Si](C)(C)C)C=2NC=C(C2)C(F)(F)F)C=C1 2-((4-chlorobenzyl)oxy)-5-(4-(trifluoromethyl)-1H-pyrrol-2-yl)-4-(2-(trimethylsilyl)ethoxy)pyrimidine